(2R,3R,4S,5R,6S)-2-(acetoxymethyl)-6-(2-((S)-2-((tert-butoxycarbonyl)amino)propanamido)-5-(hydroxymethyl)phenoxy)tetrahydro-2H-pyran-3,4,5-triyl triacetate C(C)(=O)O[C@@H]1[C@H](O[C@H]([C@@H]([C@H]1OC(C)=O)OC(C)=O)OC1=C(C=CC(=C1)CO)NC([C@H](C)NC(=O)OC(C)(C)C)=O)COC(C)=O